tert-butyl (3-((4-(tert-butyl)phenyl)amino)cyclopentyl)carbamate C(C)(C)(C)C1=CC=C(C=C1)NC1CC(CC1)NC(OC(C)(C)C)=O